1,5-dimethyl-4-[2-methyl-4-(6-methylpyridin-2-yl)benzenesulfonyl]-1,2,3,4-tetrahydroquinoxaline CN1CCN(C2=C(C=CC=C12)C)S(=O)(=O)C1=C(C=C(C=C1)C1=NC(=CC=C1)C)C